(S)-1-(5-Chloro-2-(3,3-dimethylpiperidin-1-yl)phenoxy)-N-((6-(3-hydroxypyrrolidin-1-yl)pyridin-2-yl)sulfonyl)cyclopropanecarboxamide ClC=1C=CC(=C(OC2(CC2)C(=O)NS(=O)(=O)C2=NC(=CC=C2)N2C[C@H](CC2)O)C1)N1CC(CCC1)(C)C